5-((3-((2,3-dihydro-1H-inden-2-yl)carbamoyl)pyrazin-2-yl)amino)-5-oxopentanoic acid C1C(CC2=CC=CC=C12)NC(=O)C=1C(=NC=CN1)NC(CCCC(=O)O)=O